BrC1=C(C=C(C=C1)S(=O)(=O)NC1(CC(C1)O)C)C 4-bromo-N-((1s,3s)-3-hydroxy-1-methylcyclobutyl)-3-methylbenzenesulfonamide